CS(=O)(=O)OCC(CO[Si](C)(C)C(C)(C)C)(C)C 3-((tert-butyldimethylsilyl) oxy)-2,2-dimethylpropyl methanesulfonate